NC1=NC(=NC=C1Cl)C=1C=C2C=CN(C(C2=CC1F)=O)CCC[C@H](COC(F)F)NC=1C=NNC(C1C(F)(F)F)=O (R)-6-(4-amino-5-chloropyrimidin-2-yl)-2-(5-(difluoromethoxy)-4-((6-oxo-5-(trifluoromethyl)-1,6-dihydropyridazin-4-yl)amino)pentyl)-7-fluoroisoquinolin-1(2H)-one